C(CCCCCCCCCCCCCCCCC)(=O)O.C(CCCCCCCCCCCCCCCCC)(=O)O.C(C)(C)(C)C=1C=C(CP(O)(O)=O)C=C(C1O)C(C)(C)C 3,5-di-tert-butyl-4-hydroxybenzylphosphonic acid distearate